FC(CN1C(=NC=2C1=NC(=CN2)C2=CNC=1N=C(N=CC12)NC1CC(C1)(C(=O)N(C)C)C)C)F (1r,3r)-3-((5-(1-(2,2-difluoroethyl)-2-methyl-1H-imidazo[4,5-b]pyrazin-6-yl)-7H-pyrrolo[2,3-d]pyrimidin-2-yl)amino)-N,N,1-trimethylcyclobutane-1-carboxamide